C(C)O[Si](C1=CC=CC=C1)(CC)CC ethoxydiethylphenylsilane